1-(3,5-dibromophenyl)3-(3-bromo-5-chlorophenyl)urea BrC=1C=C(C=C(C1)Br)NC(=O)NC1=CC(=CC(=C1)Cl)Br